3-methyl-5,6,7,8-tetrahydro-1H-pyrrolo[3,2-c]azepine-4-one CC1=CNC2=C1C(NCCC2)=O